ClC1=NN=C2N1C1=CC=CC=C1C(=N2)N(C2=CC(=CC=C2)C2=NC=C(N=C2)C)C chloro-N-methyl-N-(3-(5-methylpyrazin-2-yl)phenyl)-[1,2,4]triazolo[4,3-a]quinazolin-5-amine